1-(2-(4-((2',4'-difluoro-4-methoxy-[1,1'-biphenyl]-3-yl)amino)-7-methoxy-quinazolin-6-yl)-2,6-diazaspiro[3.5]nonan-6-yl)prop-2-en-1-one FC1=C(C=CC(=C1)F)C1=CC(=C(C=C1)OC)NC1=NC=NC2=CC(=C(C=C12)N1CC2(C1)CN(CCC2)C(C=C)=O)OC